C(CCCCCCCCC)C1NC2=CC=CC=C2CC1 2-decyl-1,2,3,4-tetrahydroquinoline